ClC=1C=C(C=CC1F)C(CO)NC(=O)C1=CN(C=C1)C1=NC(=NC=C1C)NC1(CC1)CO N-(1-(3-chloro-4-fluorophenyl)-2-hydroxyethyl)-1-(2-((1-(hydroxy-methyl)cyclopropyl)amino)-5-methylpyrimidin-4-yl)-1H-pyrrole-3-carboxamide